C1CC12CCN(C2)CC(=O)NC=2C=C(C(=NC2)C)NC(=O)C=2N=NN1C2C=CC(=C1)C=1C=NN(C1)C1COCC1 N-[5-[[2-(6-azaspiro[2.4]heptan-6-yl)acetyl]amino]-2-methyl-3-pyridyl]-6-(1-tetrahydrofuran-3-ylpyrazol-4-yl)triazolo[1,5-a]pyridine-3-carboxamide